3-(3,5-dimethoxyanilino)-1-(5-fluoropyrimidin-2-yl)pyrrolidin-2-one COC=1C=C(NC2C(N(CC2)C2=NC=C(C=N2)F)=O)C=C(C1)OC